3-ethyl-3-[[(3-ethyloxetan-3-yl)methoxy]methyl]oxetan C(C)C1(COC1)COCC1(COC1)CC